(E)-4-(dimethylamino)-1-(2-(4-fluorophenyl)-4-methyl-3-(3-methyl-1H-pyrrolo[2,3-b]pyridin-4-yl)-6,7-dihydropyrazolo[1,5-a]pyrazin-5(4H)-yl)but-2-en-1-one CN(C/C=C/C(=O)N1C(C=2N(CC1)N=C(C2C2=C1C(=NC=C2)NC=C1C)C1=CC=C(C=C1)F)C)C